9,10-diaminoanthracene NC=1C2=CC=CC=C2C(=C2C=CC=CC12)N